BrC1=CC=C(C=C1)C=CC#C 1-bromo-4-(but-3-yn-1-enyl)benzene